7-amino-3-ethyl-2-methyl-5-(methyl-sulfonyl)pyrazolo[1,5-a]pyrimidine-6-carbonitrile NC1=C(C(=NC=2N1N=C(C2CC)C)S(=O)(=O)C)C#N